tert-butyl 4-((3-((2,3-dihydro-1H-inden-2-yl)carbamoyl)pyrazin-2-yl)carbamoyl)piperazine-1-carboxylate C1C(CC2=CC=CC=C12)NC(=O)C=1C(=NC=CN1)NC(=O)N1CCN(CC1)C(=O)OC(C)(C)C